2-benzoAzole C=1NC=C2C1C=CC=C2